n-propyltri-n-propoxysilane C(CC)[Si](OCCC)(OCCC)OCCC